N=1C=NN2C1C=C(C=C2)OC2=C(C=C(C=C2)NC2=NC=NC1=C3C(=C(C=C21)OC2CC1CCC(C2)N1C(C=C)=O)OCC3)C 1-(exo-3-((4-((4-([1,2,4]Triazolo[1,5-a]pyridin-7-yloxy)-3-methyl-phenyl)amino)-8,9-dihydrofuro[2,3-h]quinazolin-6-yl)oxy)-8-aza-bicyclo[3.2.1]octan-8-yl)prop-2-en-1-one